(4-bromonaphthalen-1-yl)-3-(pyridin-4-ylmethyl)urea BrC1=CC=C(C2=CC=CC=C12)NC(=O)NCC1=CC=NC=C1